[O-2].[Ca+2].[B+3] boron-calcium oxide